(Z)-4-(Biphenyl-2-ylsulfonyl)-3-fluorobut-2-en-1-amin C1(=C(C=CC=C1)S(=O)(=O)C/C(=C/CN)/F)C1=CC=CC=C1